COC(=O)C=1C2=C(C(=NC1)C1CC1)CC1(CCCC1)O2 4-cyclopropylspiro[3H-furo[3,2-c]pyridine-2,1'-cyclopentane]-7-carboxylic acid methyl ester